COC1=NC=C(C(=N1)OC)C1=NC=2N(C(=C1)N1CC(CC1)(O)C)N=CC2 1-[5-(2,4-dimethoxypyrimidin-5-yl)pyrazolo[1,5-a]pyrimidin-7-yl]-3-methyl-pyrrolidin-3-ol